N-Cbz-3-cyanoindole C(=O)(OCC1=CC=CC=C1)N1C=C(C2=CC=CC=C12)C#N